FC(C=1C=C2C(C=COC2=CC1)=O)(F)F 6-(trifluoromethyl)chromen-4-one